C(=O)O.CN(CCN([C@]1(CN(CCC1)C1=CC(=C(C=C1)S(=O)(=O)NC1=NC=NC=C1)F)CCC1=CC(=CC=C1)C(F)(F)F)C)C (R)-4-(3-((2-(Dimethylamino)ethyl)(methyl)amino)-3-(3-(trifluoromethyl)-phenethyl)piperidin-1-yl)-2-fluoro-N-(pyrimidin-4-yl)benzenesulfonamide formate